(R)-1-((2-(trifluoromethyl)phenyl)sulfonyl)pyrrolidine-3-carboxylic acid FC(C1=C(C=CC=C1)S(=O)(=O)N1C[C@@H](CC1)C(=O)O)(F)F